O1C=2N(CC1)N=CC2C(N)=N 2,3-dihydropyrazolo[5,1-b]oxazole-7-imidoamide